(3,3,3-Trifluoro-1-pentafluoroethyl-2-trifluoromethyl-propenyloxymethyl)-oxirane FC(C(=C(OCC1OC1)C(C(F)(F)F)(F)F)C(F)(F)F)(F)F